[Na].CC1=C(C=CC(=N1)C#N)CCS(=O)(=O)C 6-methyl-5-(2-(methylsulfonyl)ethyl)cyanopyridine Sodium